(R)-5-(benzyloxy)-2-(tert-butoxycarbonylamino)-5-oxopentanoic acid C(C1=CC=CC=C1)OC(CC[C@H](C(=O)O)NC(=O)OC(C)(C)C)=O